4-methylbenzyl-thioether CC1=CC=C(CSCC2=CC=C(C=C2)C)C=C1